6-((3-aminopyrazin-2-yl)methyl)-N-(5-(trifluoromethyl)pyridin-3-yl)-4,5,6,7-tetrahydrothieno[2,3-c]pyridine-3-carboxamide NC=1C(=NC=CN1)CN1CC2=C(CC1)C(=CS2)C(=O)NC=2C=NC=C(C2)C(F)(F)F